C(C1=CC=CC=C1)C1=NO[C@@H]2[C@H](O1)C=CN([C@H]2C2=CC(=CC=C2)C(C)C)C(=O)OC |o1:10,11,16| Methyl (4aR*,8S*,8aS*)-3-benzyl-8-(3-isopropylphenyl)-8,8a-dihydropyrido[4,3-e][1,4,2]dioxazine-7(4aH)-carboxylate